[6-[(5-cyclobutyl-1H-pyrazol-3-yl)methyl]-2,6-diazaspiro[3.3]heptan-2-yl]-[6-(3-cyclopropyl-1,2,4-triazol-1-yl)-2-azaspiro[3.3]heptan-2-yl]methanone C1(CCC1)C1=CC(=NN1)CN1CC2(CN(C2)C(=O)N2CC3(C2)CC(C3)N3N=C(N=C3)C3CC3)C1